N-((2-(2,6-dioxopiperidin-3-yl)-1-oxoisoindolin-5-yl)methyl)-7-fluoro-2H-chromene-3-carboxamide O=C1NC(CCC1N1C(C2=CC=C(C=C2C1)CNC(=O)C=1COC2=CC(=CC=C2C1)F)=O)=O